4-(2-((4-((4-ethylpiperazin-1-yl)methyl)phenyl)amino)-4-methoxy-7H-pyrrolo[2,3-d]pyrimidin-5-yl)phenol C(C)N1CCN(CC1)CC1=CC=C(C=C1)NC=1N=C(C2=C(N1)NC=C2C2=CC=C(C=C2)O)OC